(S)-3-((4-((3,4-dimethoxyphenyl)sulfonamido)naphthalen-1-yl)(prop-2-yn-1-yl)amino)butanoic acid COC=1C=C(C=CC1OC)S(=O)(=O)NC1=CC=C(C2=CC=CC=C12)N([C@H](CC(=O)O)C)CC#C